(R,E)-3-(4-chlorophenyl)-N'-((4-chlorophenyl)sulfonyl)-4-phenyl-N-((1-(sulfamoylamino)cyclopropyl)methyl)-4,5-dihydro-1H-pyrazole-1-carboximidamide ClC1=CC=C(C=C1)C1=NN(C[C@H]1C1=CC=CC=C1)/C(/NCC1(CC1)NS(N)(=O)=O)=N/S(=O)(=O)C1=CC=C(C=C1)Cl